ClC1=C(C=CC=C1)CN1C(CCC1=O)CC(=O)N(C)C 2-[1-[(2-chlorophenyl)methyl]-5-oxopyrrolidin-2-yl]-N,N-dimethylacetamid